C[C@](N)(CO)C(=O)O |r| ALPHA-METHYL-DL-SERINE